ClC=1C=C(C=C(C1)[C@@H](C(=O)NC)N(C(C=C)=O)C1CC1)C1=CC(=NC(=C1)F)C(=O)NC (S)-4-(3-chloro-5-(1-(N-cyclopropylacrylamido)-2-(methylamino)-2-oxoethyl)phenyl)-6-fluoro-N-methylpicolinamide